OC1=C(C(=O)NC=2SC(=CN2)[N+](=O)[O-])C=CC=C1 2-Hydroxy-N-(5-nitrothiazol-2-yl)benzamide